CC1([C@@H]2CCC=3[C@@]4(CC[C@H]([C@@H](CCC=C(C)C)C)[C@]4(CCC3[C@]2(CC[C@@H]1O)C)C)C=O)C 4,4-dimethyl-14alpha-formyl-5alpha-cholesta-8,24-dien-3beta-ol